C[C@H]1[C@H](C[C@]1(OC=1C=2N(C=C(N1)C=1C=NN(C1)C)N=CC2)C)N(C(OC(C)(C)C)=O)C tert-butyl ((1S,2S,3R)-2,3-dimethyl-3-((6-(1-methyl-1H-pyrazol-4-yl)pyrazolo[1,5-a]pyrazin-4-yl)oxy)cyclobutyl)(methyl)carbamate